5-amino-1,3,3-trimethyl-1-(4-aminophenyl)-indane NC=1C=C2C(CC(C2=CC1)(C1=CC=C(C=C1)N)C)(C)C